N7-(6,7-dihydro-5H-cyclopenta[b]pyridin-6-yl)-2-methyl-pyrazolo[1,5-a]pyrimidine-3,7-dicarboxamide N1=C2C(=CC=C1)CC(C2)NC(=O)C2=CC=NC=1N2N=C(C1C(=O)N)C